N-(3-Methyl-5-(1H-pyrazol-1-yl)phenyl)-6-(trifluoromethyl)quinolin-4-amine CC=1C=C(C=C(C1)N1N=CC=C1)NC1=CC=NC2=CC=C(C=C12)C(F)(F)F